CCCC=CCC=O Hept-4-en-7-one